(6S)-6-methyl-8-(2-methylbutyl)tetrahydro-1H-pyrazino[1,2-a]pyrimidine-4,7(6H,8H)-dione C[C@H]1C(N(CC2N1C(CCN2)=O)CC(CC)C)=O